C=CC=C.[Nd] Neodymium cis-butadiene